bis-(2-decylsulfanyl-ethyl)-amine C(CCCCCCCCC)SCCNCCSCCCCCCCCCC